1,4,7,10,13,16-hexaazacyclohexadecane-1,4,7,10,13,16-hexaacetic acid N1(CCN(CCN(CCN(CCN(CCN1CC(=O)O)CC(=O)O)CC(=O)O)CC(=O)O)CC(=O)O)CC(=O)O